di-tert-Butyl {4-[3-chloro-10-[2-(prop-2-yn-1-yloxy)ethyl]-11-oxo-10,11-dihydro-5H-dibenzo[b,e][1,4]diazepin-5-yl]butyl}imidodicarbonate ClC=1C=CC2=C(N(C3=C(N(C2=O)CCOCC#C)C=CC=C3)CCCCN(C(=O)OC(C)(C)C)C(=O)OC(C)(C)C)C1